C(C)(C)(C)NC(CN(C)C=1C2=C(N=C(N1)C1=NC=CC(=C1)OCCN(C)C)CC(C2)(C)C)=O N-tert-butyl-2-[(2-{4-[2-(dimethylamino)ethoxy]pyridin-2-yl}-6,6-dimethyl-5H,6H,7H-cyclopenta[d]pyrimidin-4-yl)(methyl)amino]acetamide